1-(7-chloro-1,2,3,4-tetrahydronaphthalen-2-yl)-3-[(4-methanesulfonylphenoxy)methyl]piperidine ClC1=CC=C2CCC(CC2=C1)N1CC(CCC1)COC1=CC=C(C=C1)S(=O)(=O)C